(R)-8-(2-amino-2-methylpropionyl)-3-(2-(4-(3-chlorophenyl)piperazin-1-yl)ethyl)-2-oxa-8-azaspiro[4.5]decan-1-one NC(C(=O)N1CCC2(C[C@@H](OC2=O)CCN2CCN(CC2)C2=CC(=CC=C2)Cl)CC1)(C)C